rac-tert-butyl ((1r,4r)-4-(((2-chloro-4-((3-(2,3-difluoro-4-methoxyphenyl)imidazo[1,2-a]pyrazin-8-yl)amino)phenyl)thio)methyl) cyclohexyl)carbamate ClC1=C(C=CC(=C1)NC=1C=2N(C=CN1)C(=CN2)C2=C(C(=C(C=C2)OC)F)F)SCC2CCC(CC2)NC(OC(C)(C)C)=O